CC1=CC(=NO1)C(=O)Cl 5-methylisoxazole-3-carbonyl chloride